N(=[N+]=[N-])C[C@H]1N(C2=CC=CC=C2C1)C(=O)OC(C)(C)C tert-butyl (S)-2-(azidomethyl)indoline-1-carboxylate